ClC=1C(=CC(=NC1)NC(=O)[C@@H]1C[C@@H](CCC1)NC(C1=CN=C(C=C1)C)=O)C1=CC2=C(N(N=C2C(=C1)F)C)C(C)C N-((1R,3S)-3-((5-chloro-4-(7-fluoro-3-isopropyl-2-methyl-2H-indazol-5-yl)pyridin-2-yl)carbamoyl)cyclohexyl)-6-methylnicotinamide